((R)-4-(2-aminothiazolo[4,5-c]pyridin-7-yl)morpholin-2-yl)((S)-6-chloro-1-methyl-3,4-dihydroisoquinolin-2(1H)-yl)methanone NC=1SC2=C(C=NC=C2N2C[C@@H](OCC2)C(=O)N2[C@H](C3=CC=C(C=C3CC2)Cl)C)N1